sodium (S)-2-oxo-2-((1,1,1-trifluoropropan-2-yl)amino)acetate O=C(C(=O)[O-])N[C@H](C(F)(F)F)C.[Na+]